O1N=C(C2=C1C=CC=C2)C2CCN(CC2)CCN2C(C1=C(CCC2)NN=C1)=O 5-{2-[4-(1,2-Benzisoxazol-3-yl)piperidin-1-yl]ethyl}-5,6,7,8-tetrahydropyrazolo[4,3-c]azepin-4(1H)-one